C(C)O[C@@H]1[C@H](C1)NC(=O)C=1C=C(C(N(C1)CC1=CC=C(C=C1)F)=O)C(=O)NC N5-((1S,2S)-2-ethoxycyclopropyl)-1-(4-fluorobenzyl)-N3-methyl-2-oxo-1,2-dihydropyridine-3,5-dicarboxamide